(R)-N,N-Diethyl-4-((3-(5-oxo-4,5-dihydro-1,2,4-oxadiazol-3-yl)piperidin-1-yl)sulfonyl)benzenesulfonamide C(C)N(S(=O)(=O)C1=CC=C(C=C1)S(=O)(=O)N1C[C@@H](CCC1)C1=NOC(N1)=O)CC